CC1=CC=C(C=C1)S(=O)(=O)N/N=C/C1CCOCC1 (E)-4-methyl-N'-((tetrahydro-2H-pyran-4-yl)methylene)benzenesulfonohydrazide